C(C)(=O)OC[C@H](NC([C@@H](NC(=O)C=1N=C(SC1)C1=CC=C(C=C1)CNC(=O)C1CCOCC1)CO[Si](C)(C)C(C)(C)C)=O)C(=O)OC methyl O-acetyl-N-(O-(tert-butyldimethylsilyl)-N-(2-(4-((tetrahydro-2H-pyran-4-carboxamido)methyl)phenyl)thiazole-4-carbonyl)-L-seryl)-L-serinate